N,N'-Di-t-butyl-2,3-diaminobutane C(C)(C)(C)NC(C)C(C)NC(C)(C)C